N-methyl-1-(1-methyl-6-(4,4,5,5-tetramethyl-1,3,2-dioxaborolan-2-yl)-1H-benzo[d]imidazol-2-yl)-N-(oxetan-3-ylmethyl)methylamine CN(CC1COC1)CC1=NC2=C(N1C)C=C(C=C2)B2OC(C(O2)(C)C)(C)C